4-diazafluorenone N=1N=CC(C2=C3C=CC=CC3=CC12)=O